2-(2-tert-butylaminoethoxyethoxy)ethanol C(C)(C)(C)NCCOCCOCCO